N-{2-[(α-D-mannopyranosyl)oxy]ethyl}hexanamide [C@H]1([C@@H](O)[C@@H](O)[C@H](O)[C@H](O1)CO)OCCNC(CCCCC)=O